3-bromo-2,2-bis(bromomethyl)propyl acetate C(C)(=O)OCC(CBr)(CBr)CBr